1-vinyl-imidazolium C(=C)N1C=[NH+]C=C1